Cl\C(\C(F)(F)F)=C/C(F)(F)F Z-2-chloro-1,1,1,4,4,4-hexafluorobut-2-ene